2,4-dioxotetrahydro-1,3-thiazole O=C1SCC(N1)=O